N1=CC(=CC(=C1)C(=O)Cl)C(=O)Cl Pyridin-3,5-dicarbonylchlorid